tert-Butyl N-[2-(3-nitropyrazol-1-yl)ethyl]carbamate [N+](=O)([O-])C1=NN(C=C1)CCNC(OC(C)(C)C)=O